NC1=NC=CC=C1N(C(OC(C)(C)C)=O)C=1C=NC(=CC1)OC1=CC(=C(C=C1)C)OC tert-butyl N-(2-aminopyridin-3-yl)-N-[6-(3-methoxy-4-methylphenoxy)pyridin-3-yl]carbamate